C1(CC(CC(C1)CC(=O)O)CC(=O)O)CC(=O)O 1,3,5-Cyclohexanetriacetic acid